[Br-].CN1CN(C=C1)CC=C 1-methyl-3-allyl-imidazole bromide salt